O=C1NC(CC[C@@H]1NC(=O)C1=CC=C(C=N1)N1CCN(CC1)C(=O)OC(C)(C)C)=O tert-butyl (S)-4-(6-((2,6-dioxopiperidin-3-yl)carbamoyl)pyridin-3-yl)piperazine-1-carboxylate